ClC=1C=CC(=NC1)NC(C(=O)N[C@@H]1[C@@H](C[C@H](CC1)C(=O)N(C)C)NC(=O)C=1SC=2CN(CCC2N1)C)=O N-(5-chloropyridin-2-yl)-N'-[(1S,2R,4S)-4-(dimethylaminocarbonyl)-2-(5-methyl-4,5,6,7-tetrahydro[1,3]thiazolo[5,4-c]pyridine-2-carboxamido)cyclohexyl]ethanediamide